2-[(1S,2S,4S)-bicyclo[2.2.1]hept-5-en-2-yl]-N-[4-(2,4-dimethylphenyl)-1-oxophthalazin-2(1H)-yl]acetamide [C@H]12[C@@H](C[C@H](C=C1)C2)CC(=O)NN2C(C1=CC=CC=C1C(=N2)C2=C(C=C(C=C2)C)C)=O